C(C1=CC=CC=C1)NC1=NS(C2=C(N1)C(=C(C=C2)F)OC2=C(C=CC=C2)Cl)(=O)=O 3-(benzylamino)-5-(2-chlorophenoxy)-6-fluoro-4H-benzo[e][1,2,4]thiadiazine 1,1-dioxide